(Z)-2,2-difluoro-N1-(2,5-dimethylphenyl)acethydrazide FC(C(=O)N(N)C1=C(C=CC(=C1)C)C)F